2-(4-(difluoromethyl)-1-(2-(trifluoromethyl)phenyl)-1H-pyrazol-5-yl)-7-azaspiro[3.5]Non-1-ene FC(C=1C=NN(C1C1=CC2(C1)CCNCC2)C2=C(C=CC=C2)C(F)(F)F)F